COC1=CC=C(S1)C1CC(=NN1C(CC)=O)C1=C(C2=C(NC1=O)SC=C2)C 5-(5-(5-methoxythiophen-2-yl)-1-propionyl-4,5-dihydro-1H-pyrazol-3-yl)-4-methylthieno[2,3-b]pyridin-6(7H)-one